The molecule is an O-acyl carbohydrate that is beta-D-glucose bearing a 4-coumaroyl substituent at position 1. It derives from a trans-4-coumaric acid. C1=CC(=CC=C1/C=C/C(=O)O[C@H]2[C@@H]([C@H]([C@@H]([C@H](O2)CO)O)O)O)O